C(C1=CC=CC=C1)OC1=C(C(=CC(=C1)NC1=NC(=C(C(=N1)OCC1=CC=CC=C1)CC(C)C)OCC1=CC=CC=C1)F)N1CC(NS1(=O)=O)=O 5-[2-Benzyloxy-4-[(4,6-dibenzyloxy-5-isobutyl-pyrimidin-2-yl)amino]-6-fluoro-phenyl]-1,1-dioxo-1,2,5-thiadiazolidin-3-one